Methyl (4-cyanatophenyl) sulfide O(C#N)C1=CC=C(C=C1)SC